(2-chloro-4-((4-(1-isopropyl-2-methyl-1H-imidazol-5-yl)pyrimidin-2-yl)amino)phenyl)(1,4-oxazepan-4-yl)methanone ClC1=C(C=CC(=C1)NC1=NC=CC(=N1)C1=CN=C(N1C(C)C)C)C(=O)N1CCOCCC1